[Cu].C(CCCCCCC\C=C/CCCCCCCC)(=O)O Oleic acid copper